C1(CC1)C=1C=CC=2N(C1)C=C(N2)CN2N=NC(=C2)CN (1-((6-cyclopropylimidazo[1,2-a]pyridin-2-yl)methyl)-1H-1,2,3-triazol-4-yl)methylamine